ClC1=CC=C(C=C1)C(C=O)C 2-(4-chlorophenyl)propanal